1-[3-(5,7-difluoro-1H-1,3-benzodiazol-2-yl)-5-(3-fluoro-5-methylphenyl)-2-methoxypyridin-4-yl]piperidin-4-amine FC1=CC2=C(NC(=N2)C=2C(=NC=C(C2N2CCC(CC2)N)C2=CC(=CC(=C2)C)F)OC)C(=C1)F